(S)-N-(2-((2-(dimethylamino)-ethyl)(methyl)-amino)-5-((6-(3-(3-((3-fluorobenzyl)oxy)phenyl)-isoxazolidin-2-yl)-pyrimidin-4-yl)-amino)-4-methoxy-phenyl)acrylamide CN(CCN(C1=C(C=C(C(=C1)OC)NC1=NC=NC(=C1)N1OCC[C@H]1C1=CC(=CC=C1)OCC1=CC(=CC=C1)F)NC(C=C)=O)C)C